4,4-difluoro-3-(trifluoromethyl)piperidine HCl salt Cl.FC1(C(CNCC1)C(F)(F)F)F